C(#N)C1=CC=C(C=C1)CN1N=CC(=C1)C(=O)OCC ethyl 1-[(4-cyanophenyl)methyl]pyrazole-4-carboxylat